1-{6-[2-methyl-4-({(1R)-1-[2-methyl-3-(trifluoromethyl)phenyl]ethyl}amino)pyrido[2,3-d]pyrimidin-6-yl]-2,6-diazaspiro[3.3]heptan-2-yl}ethan-1-one CC=1N=C(C2=C(N1)N=CC(=C2)N2CC1(CN(C1)C(C)=O)C2)N[C@H](C)C2=C(C(=CC=C2)C(F)(F)F)C